C(#N)N1[C@H]2[C@@H](C[C@@H]1CC2)NC(=O)C2=NNC(=C2)C2=C(C=CC=C2)OC2=CC=CC=C2 N-((1R,2R,4S)-7-cyano-7-azabicyclo[2.2.1]heptan-2-yl)-5-(2-phenoxyphenyl)-1H-pyrazole-3-carboxamide